7-(4-Cyclopropyl-6-methoxypyrimidin-5-yl)-1-(3-fluoro-4-(1-methyl-4-(trifluoromethyl)-1H-Imidazol-2-yl)benzyl)-4-(hydroxymethyl)-4-methyl-1,4-dihydro-2H-pyrimido[4,5-d][1,3]oxazine C1(CC1)C1=NC=NC(=C1C=1N=CC2=C(N(COC2(C)CO)CC2=CC(=C(C=C2)C=2N(C=C(N2)C(F)(F)F)C)F)N1)OC